BrC=1C=C2N(N=CC=C2N2C([C@]([C@@H](C2)C)(C#N)C2CC2)=O)C1F (3R,4S)-1-(6-bromo-7-fluoropyrrolo[1,2-b]pyridazin-4-yl)-3-cyclopropyl-4-methyl-2-oxopyrrolidine-3-carbonitrile